N=1NN=NC1CN1CC(C1)OC1=C(C=CC2=CN(N=C12)CC1=C2C=CNC2=C(C=C1S(=O)(=O)C)C)C#N 7-((1-((2H-tetrazol-5-yl)methyl)azetidin-3-yl)oxy)-2-((7-methyl-5-(methylsulfonyl)-1H-indol-4-yl)methyl)-2H-indazole-6-carbonitrile